tert-butyl (S)-(5-((4-bromopyridin-2-yl)oxy)-4,4-difluoropentan-2-yl)carbamate BrC1=CC(=NC=C1)OCC(C[C@H](C)NC(OC(C)(C)C)=O)(F)F